C1(CC1)S(=O)(=O)NC=1SC=C(N1)C1(CC1)NC(C1=C(C=C(C=C1)C1=NC(=CN=C1)C(F)(F)F)C)=O N-(1-(2-(cyclopropanesulfonamido)thiazol-4-yl)cyclopropyl)-2-methyl-4-(6-(trifluoromethyl)pyrazin-2-yl)benzamide